BrC=1C2=C(C(=NC1C)C1=CC=C(C=C1)OC(F)(F)F)N=CN2C 7-bromo-1,6-dimethyl-4-(4-(trifluoromethoxy)phenyl)-1H-imidazo[4,5-c]pyridine